FC1(CN(C2(C1O)CCCC2)C(=O)C2=NC(=CC(=C2)F)C(F)F)F (3,3-difluoro-4-hydroxy-1-azaspiro[4.4]nonan-1-yl)(6-(difluoromethyl)-4-fluoropyridin-2-yl)methanone